N-(2-((3-amino-4-nitrophenyl)amino)ethyl)sulfonamide NC=1C=C(C=CC1[N+](=O)[O-])NCCNS(=O)=O